[methyl(pyridin-2-ylmethyl)amino]-1,3-thiazol CN(CC1=NC=CC=C1)C=1SC=CN1